3-((1-(2,5-dimethylpyrimidin-4-yl)piperidin-4-yl)oxy)benzonitrile CC1=NC=C(C(=N1)N1CCC(CC1)OC=1C=C(C#N)C=CC1)C